3-(6-(((1R,3S,5S)-8-azabicyclo[3.2.1]octan-3-yl)oxy)pyridazin-3-yl)-7-methoxynaphthalen-2-ol [C@H]12CC(C[C@H](CC1)N2)OC2=CC=C(N=N2)C=2C(=CC1=CC(=CC=C1C2)OC)O